C(C=C)(=O)OCCCN(CCCS(=O)(=O)O)C 3-(acryloyloxyethyl-dimethylamino)propanesulfonic acid